2-(3-(1-benzylpiperidin-4-yl)-1H-pyrrolo[2,3-c]pyridin-1-yl)-N-ethyl-5-fluoro-N-isopropylbenzamide C(C1=CC=CC=C1)N1CCC(CC1)C1=CN(C2=CN=CC=C21)C2=C(C(=O)N(C(C)C)CC)C=C(C=C2)F